ethyl 4-((6-(2-((tetrahydro-2H-pyran-4-yl)ethynyl)thiazol-5-yl)isoquinolin-4-yl)oxy)cyclohexane-1-carboxylate O1CCC(CC1)C#CC=1SC(=CN1)C=1C=C2C(=CN=CC2=CC1)OC1CCC(CC1)C(=O)OCC